6-chloro-5-methoxy-2-(1-(4-methoxybenzyl)-5-(trifluoromethyl)-1H-1,2,4-triazol-3-yl)-3-(1-(tetrahydro-2H-pyran-2-yl)-1H-pyrazol-4-yl)-1H-pyrrolo[3,2-b]pyridine ClC=1C=C2C(=NC1OC)C(=C(N2)C2=NN(C(=N2)C(F)(F)F)CC2=CC=C(C=C2)OC)C=2C=NN(C2)C2OCCCC2